2,5,6-collidine N1=C(C=CC(=C1C)C)C